FC(C(=O)O)(F)F.ClC1=CC=CC2=C1N=C(S2)CNC([C@H](C)NC(=O)[C@@H]2NC[C@H](C2)C2=CC=CC=C2)=O (2R,4R)-N-((S)-1-(((4-chlorobenzo[d]thiazol-2-yl)methyl)amino)-1-oxopropan-2-yl)-4-phenylpyrrolidine-2-carboxamide trifluoroacetate